4,4-dimethoxy-2-(1H-pyrazole-4-carbonyl)butanenitrile COC(CC(C#N)C(=O)C=1C=NNC1)OC